p-Octylphenylmethanethiol C(CCCCCCC)C1=CC=C(C=C1)CS